C1=CC=C(C=C1)CC2=NC(=CN3C2=NC(=C3O)CC4=CC=C(C=C4)OS(=O)(=O)[O-])C5=CC=C(C=C5)OS(=O)(=O)[O-] The molecule is a doubly-charged organosulfate oxoanion arising from deprotonation of both sulfo groups of Watasenia luciferin; major species at pH 7.3. It is a conjugate base of a Watasenia luciferin.